C(C)(C)(C)OC(=O)N1C[C@@H]2COC3=C(CN2CC1)C=C(C(=C3C)Br)I.C(CCCCCCC\C=C/CCCCCCCC)NC(CCCCCCCCC(=O)NCCCCCCCC\C=C/CCCCCCCC)=O N,N'-dioleyl-sebacamide Tert-butyl-(12aR)-9-bromo-8-iodo-10-methyl-3,4,12,12a-tetrahydro-6H-pyrazino[2,1-c][1,4]benzoxazepine-2(1H)-carboxylate